(6-bromo-4-((1-(4-methoxybenzyl)-5-methyl-4-nitro-1H-pyrazol-3-yl)amino)pyridin-3-yl)(2-Chlorophenyl)methanone BrC1=CC(=C(C=N1)C(=O)C1=C(C=CC=C1)Cl)NC1=NN(C(=C1[N+](=O)[O-])C)CC1=CC=C(C=C1)OC